N1=CC=CC=2CN(CCC12)C1=C2C=CC(=CC2=CC=C1)C(=O)N1C[C@H](CCC1)C(F)(F)F (S)-(5-(7,8-dihydro-1,6-naphthyridin-6(5H)-yl)naphthalen-2-yl)(3-(trifluoromethyl)piperidin-1-yl)methanone